4-((isoxazol-3-ylmethyl)amino)-5-methoxy-1-phenyl-7-(trifluoromethyl)-quinazolin-2(1H)-one O1N=C(C=C1)CNC1=NC(N(C2=CC(=CC(=C12)OC)C(F)(F)F)C1=CC=CC=C1)=O